FC1=C(C=CC=C1)[C@@H]1N(CC[C@@H](C1)C(F)(F)F)C(=O)N[C@@H](C)\C=C\S(=O)(=O)C (2R,4S)-2-(2-fluorophenyl)-N-((S,E)-4-(methylsulfonyl)but-3-en-2-yl)-4-(trifluoromethyl)piperidine-1-carboxamide